(S)-1-methyl-5-(2-methylazetidin-1-yl)-7-phenyl-1H-pyrazolo[4,3-d]pyrimidine CN1N=CC=2N=C(N=C(C21)C2=CC=CC=C2)N2[C@H](CC2)C